COC1=CC=C(COC2=NC=C(C=N2)C2=C(C=C(C(=N2)C2=CC=CC=C2)N)C)C=C1 6-(2-((4-methoxybenzyl)oxy)pyrimidin-5-yl)-5-methyl-2-phenylpyridin-3-amine